BrCC(=O)C1=C(C=CC=C1)O bromo-2'-hydroxyacetophenone